4-(3,5-difluorophenyl)thieno[3,2-d]pyrimidine FC=1C=C(C=C(C1)F)C=1C2=C(N=CN1)C=CS2